Tert-butyl 2-[[4-[6-[(4-cyano-2-fluoro-phenyl)methoxy]-4-(difluoromethyl)-2-pyridyl]-2,5-difluoro-phenyl]methyl]-3-(2-methoxyethyl)benzimidazole-5-carboxylate C(#N)C1=CC(=C(C=C1)COC1=CC(=CC(=N1)C1=CC(=C(C=C1F)CC=1N(C2=C(N1)C=CC(=C2)C(=O)OC(C)(C)C)CCOC)F)C(F)F)F